C(C)(C)(C)NS(=O)(=O)C=1C=C(CN(C(CN(S(=O)(=O)C2=C(C(=C(C(=C2F)F)F)F)F)CC2=C(C=C(C=C2F)F)F)=O)C2=C(C=C(C(=O)O)C=C2)OC)C=CC1 4-(N-(3-(N-(tert-butyl)sulfamoyl)benzyl)-2-(N-(2,4,6-trifluorobenzyl)-(2,3,4,5,6-pentafluoro-phenyl)sulfonamido)acetamido)-3-methoxybenzoic acid